N-(2,2-diphenylethyl)thiazole-2-carboxamide C1(=CC=CC=C1)C(CNC(=O)C=1SC=CN1)C1=CC=CC=C1